diethyl 2-(4-amino-3-fluorophenyl)-2-methylmalonate NC1=C(C=C(C=C1)C(C(=O)OCC)(C(=O)OCC)C)F